BrC1=CC=C2C=3C(=CC(=CC3C(C2=C1)(C)C)C)C 7-bromo-2,4,9,9-tetramethyl-9H-fluorene